bis[3,5-bis(4-(N,N,N-triethylammonio)butoxy)phenyl]naphthyridin tetrabromide [Br-].[Br-].[Br-].[Br-].C(C)[N+](CC)(CC)CCCCOC=1C=C(C=C(C1)OCCCC[N+](CC)(CC)CC)C=1C(=NC2=NC=CC=C2C1)C1=CC(=CC(=C1)OCCCC[N+](CC)(CC)CC)OCCCC[N+](CC)(CC)CC